dihydroxyethyl trisulfide OC(CSSSCC(O)O)O